N-Phenyl-4-(2-(pyridin-2-ylamino)thiazol-4-yl)benzamid C1(=CC=CC=C1)NC(C1=CC=C(C=C1)C=1N=C(SC1)NC1=NC=CC=C1)=O